C(OOOC(CC(C)(C)C)(C)C)(OC(C)(C)C)=O 1,1,3,3-tetramethylbutylperoxy t-butyl monocarbonate